1-methyl-4-(1,5-dimethyl-(Z)-1,4-hexadienyl)cyclohexeneN CC1=CC=C(CC1)\C(=C/CC=C(C)C)\C